tert-butyl N-(tert-butoxycarbonyl)-N-(5-fluoro-4-[3-iodo-4-oxo-1H,5H,6H,7H-pyrrolo[3,2-c]pyridin-2-yl]pyrimidin-2-yl)carbamate C(C)(C)(C)OC(=O)N(C(OC(C)(C)C)=O)C1=NC=C(C(=N1)C1=C(C=2C(NCCC2N1)=O)I)F